1-methyl-4-(piperidin-4-yl)-1,4-dihydropyrido[2,3-b]Pyrazine-2,3-dione CN1C2=C(N(C(C1=O)=O)C1CCNCC1)N=CC=C2